Cl.O1CCN(CC1)CCNC(=N)N 1-(2-morpholinoethyl)guanidine hydrochloride